C(C=C)(=O)OCCCCCCOC1=CC=C(C(=O)OC2=CC(=C(C=C2)OC(=O)C2CCC(CC2)CCC)C=O)C=C1 [3-formyl-4-(4-propylcyclohexanecarbonyl)oxy-phenyl] 4-(6-prop-2-enoyloxyhexoxy)benzoate